1-((2R,3R,4R,4aR,9aS)-3,4-dihydroxy-2-(hydroxymethyl)octahydropyrano[3,2-b]azepin-5(2H)-yl)ethan-1-one O[C@@H]1[C@@H]([C@H]2N(CCCC[C@@H]2O[C@@H]1CO)C(C)=O)O